FC(CN1N=CC=2C1=NC(=CN2)N2CC(CCC2)COC=2C(=NC=CC2)C(F)(F)F)F 3-({1-[1-(2,2-difluoroethyl)pyrazolo[3,4-b]pyrazin-6-yl]piperidin-3-yl}methoxy)-2-(trifluoromethyl)pyridine